tert-butyl ((1r,4r)-4-cyanocyclohexyl)-carbamate C(#N)C1CCC(CC1)NC(OC(C)(C)C)=O